C1(CCCC1)C1=CN=C(O1)[C@H](CCCNC(CF)=N)NC(=O)C1=CC2=CC=CC(=C2C=C1OC)OC (S)-N-(1-(5-Cyclopentyloxazol-2-yl)-4-(2-fluoroacetimidamido)butyl)-3,5-dimethoxy-2-naphthamide